C1=CC=CC=2C3=CC=CC=C3N(C12)C1=C(C(=C(C(=C1N1C2=CC=CC=C2C=2C=CC=CC12)C1=NC(=NC(=C1)C1=CC=CC=C1)C1=CC=CC=C1)N1C2=CC=CC=C2C=2C=CC=CC12)N1C2=CC=CC=C2C=2C=CC=CC12)C=1SC2=C(N1)C=CC=C2 2-(2,3,5,6-tetra(9H-carbazol-9-yl)-4-(2,6-diphenylpyrimidin-4-yl)phenyl)benzo[d]thiazole